bis(2,5-dioxapyrrolidin-1-yl) carbonate C(ON1OCCO1)(ON1OCCO1)=O